C(C)(=O)C1=CC=CC2=CC=CC=C12 1-ACETYLNAPHTHALENE